titanium-manganese-vanadium [V].[Mn].[Ti]